(3S)-3-((6-(5-Chloro-3-(((5-isopropylpyrimidin-2-yl)oxy)methyl)thiophen-2-yl)-2-methylpyridin-3-yl)oxy)Cyclohexane-1-carboxylic acid ClC1=CC(=C(S1)C1=CC=C(C(=N1)C)O[C@@H]1CC(CCC1)C(=O)O)COC1=NC=C(C=N1)C(C)C